Bismuth(II) nitrate [N+](=O)([O-])[O-].[Bi+2].[N+](=O)([O-])[O-]